C(C)(C)N1CC(N(C2(CN(C2)C2=CC(=NC=C2)C)C1=O)CC1=CC=C(C=C1)C)=O 8-isopropyl-5-(4-methylbenzyl)-2-(2-methylpyridin-4-yl)-2,5,8-triazaspiro[3.5]nonane-6,9-dione